C1(CC1)[C@H]([C@@H](C(=O)O)C)C1=CC(=CC=C1)OC(=O)C1=C(C=C(C=C1)C1=C(C=CC(=C1)OC)C(N(CC(C)(C)C)C1=NC(=CC=C1)C)=O)C (2S,3R)-3-cyclopropyl-3-(3-((5'-methoxy-3-methyl-2'-((6-methylpyridin-2-yl)(neopentyl)carbamoyl)-[1,1'-biphenyl]-4-carbonyl)oxy)phenyl)-2-methylpropanoic acid